C(C)OC(CC(C1=CC=CC=C1)C1=C2CCN(CC2=CC=C1)C1=CC=C(C=C1)[N+](=O)[O-])=O 3-(2-(4-Nitrophenyl)-1,2,3,4-tetrahydroisoquinolin-5-yl)3-phenylpropionic acid ethyl ester